CC([C@@H](C(=O)O)N(C(=O)C=1SC(=CN1)N(C(C)=O)C)C)C (2S)-3-methyl-2-{N-methyl-1-[5-(N-methylacetamido)-1,3-thiazol-2-yl]formamido}butanoic acid